N1(N=NC=C1)C[C@H](C)N (2S)-1-(1H-1,2,3-triazol-1-yl)propan-2-amine